N-Methyl-2-propyl-2-fluoropentanamide CNC(C(CCC)(F)CCC)=O